phenyl 2,4-di-tert-butylphenyl-3,5-di-tert-butyl-4-hydroxybenzoate C(C)(C)(C)C1=C(C=CC(=C1)C(C)(C)C)C1=C(C(=O)OC2=CC=CC=C2)C=C(C(=C1C(C)(C)C)O)C(C)(C)C